C(C1=CC=CC=C1)(=O)OCCNC1=C(C=C(C=C1Cl)Br)Cl 2-((4-bromo-2,6-dichlorophenyl)amino)ethyl benzoate